NC1=C(C=C(C=N1)C=1C=C2N(N1)CCC21CN(CC1)C(=O)N[C@@H](C)C=1N(C=CN1)CC)C(F)(F)F 2'-[6-amino-5-(trifluoromethyl)pyridin-3-yl]-N-[(1S)-1-(1-ethyl-1H-imidazol-2-yl)ethyl]-5',6'-dihydrospiro[pyrrolidine-3,4'-pyrrolo[1,2-b]pyrazole]-1-carboxamide